N1N=CNC1=O 1H-1,2,4-triazol-5(4H)-one